N(=[N+]=[N-])CCNC=1C=2C=NN(C2C=C(C1)N1C=NN=C1)C1OCCCC1 N-(2-azidoethyl)-1-(tetrahydro-2H-pyran-2-yl)-6-(4H-1,2,4-triazol-4-yl)-1H-indazol-4-amine